bis(2,2'-bipyridine-4,4'-dicarboxylic acid) ruthenium [Ru].N1=C(C=C(C=C1)C(=O)O)C1=NC=CC(=C1)C(=O)O.N1=C(C=C(C=C1)C(=O)O)C1=NC=CC(=C1)C(=O)O